methyl 2-[1-[2,4-bis(trifluoromethyl)phenyl]ethyl-methyl-amino]-2-oxo-acetate FC(C1=C(C=CC(=C1)C(F)(F)F)C(C)N(C(C(=O)OC)=O)C)(F)F